C(C)OC(\C=C\C=1OC(=CC1)N1C(N(C2=C1C=C(C=C2)S(NC2(CC2)C)(=O)=O)C)=O)=O (E)-3-[5-[3-methyl-6-[(1-methylcyclopropyl)sulfamoyl]-2-oxo-benzimidazol-1-yl]-2-furyl]prop-2-enoic acid ethyl ester